FC1=CC=C(C=C1)[C@@H]1N(CCC2=CC=CC=C12)C(=O)N(C1CNCCC1)C (1S)-1-(4-fluorophenyl)-N-methyl-N-(piperidin-3-yl)-3,4-dihydroisoquinoline-2(1H)-carboxamide